C(C)OC(=O)C=1C=C(N2CCCC12)C(C(N[C@H](C(F)(F)F)C)=O)=O (S)-5-(2-oxo-2-((1,1,1-trifluoropropan-2-yl)amino)acetyl)-2,3-dihydro-1H-pyrrolizine-7-carboxylic acid ethyl ester